3-(1H-benzimidazole-2-carbonyl)-5-sec-butyl-4-(4-ethoxyphenyl)spiro[indene-2,2'-pyrrolidine] N1C(=NC2=C1C=CC=C2)C(=O)C2=C1C(=C(C=CC1=CC21NCCC1)C(C)CC)C1=CC=C(C=C1)OCC